2-Fluoro-N-(4-(5-(3-Fluoro-4-((4-methylpyrimidin-2-yl)oxy)phenyl)-2-((1-methyl-1H-pyrazole-4-yl)amino)pyrimidin-4-yl)-3-methylphenyl)acryloylamide FC(C(=O)[NH-])=CC1=CC(=C(C=C1)C1=NC(=NC=C1C1=CC(=C(C=C1)OC1=NC=CC(=N1)C)F)NC=1C=NN(C1)C)C